(3-Aminobicyclo[1.1.1]pentan-1-yl)propan-2-ol monohydrochloride Cl.NC12CC(C1)(C2)CC(C)O